BrC1=NNC2=NC(=C(C=C21)F)NC2=C1CCCC1=C(C=C2Br)Br 3-bromo-N-(5,7-dibromoindan-4-yl)-5-fluoro-1H-pyrazolo[3,4-b]pyridin-6-amine